C(C)C1(NC(N(C(C1)=O)[C@@H]1CCS(C2=CC=C(C=C12)C(=O)N[C@H]1[C@@](CC2=CC=CC=C12)(C)O)(=O)=O)=N)CC (4R)-4-(4,4-diethyl-2-imino-6-oxo-hexahydropyrimidin-1-yl)-N-[(1R,2S)-2-hydroxy-2-methyl-indan-1-yl]-1,1-dioxo-3,4-dihydro-2H-thiochromene-6-carboxamide